N-((S)-((1r,4S)-4-fluorocyclohexyl)(5-((S)-2-methoxy-1-((S)-2-oxo-4-(trifluoromethyl)imidazolidin-1-yl)ethyl)benzo[d]-oxazol-2-yl)methyl)-1-methyl-1H-pyrazole-5-carboxamide FC1CCC(CC1)[C@H](NC(=O)C1=CC=NN1C)C=1OC2=C(N1)C=C(C=C2)[C@@H](COC)N2C(N[C@@H](C2)C(F)(F)F)=O